2-bromo-9-phenyl-9-(6-(4-vinylphenoxy)hexyl)-9H-fluorene BrC1=CC=2C(C3=CC=CC=C3C2C=C1)(CCCCCCOC1=CC=C(C=C1)C=C)C1=CC=CC=C1